ClC1=NC=C(C(=C1)C1=C(C=NC(=C1)C)C(=O)NC=1SC2=C(N1)CN(C2)C(C2=C(N=CC(=C2)C(F)F)C)=O)OC 2'-chloro-N-(5-(5-(difluoromethyl)-2-methylnicotinoyl)-5,6-dihydro-4H-pyrrolo[3,4-d]thiazol-2-yl)-5'-methoxy-6-methyl-[4,4'-bipyridine]-3-carboxamide